2-(2,6-diphenylimidazo[1,2-a]pyridin-8-yl)benzamide C1(=CC=CC=C1)C=1N=C2N(C=C(C=C2C2=C(C(=O)N)C=CC=C2)C2=CC=CC=C2)C1